C(C)(=O)C1=NN(C2=CC=C(C=C12)C=1C=NC(=NC1)C)CC(=O)N1[C@@H]2C[C@@H]2C[C@H]1C(=O)NC=1C(=C(C=CC1)C1=C(C=CC=C1)Cl)F (1R,3S,5R)-2-(2-(3-acetyl-5-(2-methylpyrimidin-5-yl)-1H-indazol-1-yl)acetyl)-N-(2'-chloro-2-fluorobiphenyl-3-yl)-2-azabicyclo[3.1.0]hexane-3-carboxamide